CN(C)C(C(=O)C1=CC=C(C=C1)N1CCOCC1)(CC)CC1=CC=CC=C1 dimethylamino-2-benzyl-1-(4-morpholinophenyl)butan-1-one